O1C=2C(OCC1)=C(SC2)CP(OCC)(OCC)=O Diethyl ((2,3-dihydrothieno[3,4-b][1,4]dioxin-5-yl)methyl)phosphonate